N-{8-fluoro-2-methylimidazo[1,2-a]pyridin-6-yl}-2-methyl-4-[(3R)-3-(oxetan-3-ylamino)pyrrolidin-1-yl]indazole-7-carboxamide FC=1C=2N(C=C(C1)NC(=O)C1=CC=C(C3=CN(N=C13)C)N1C[C@@H](CC1)NC1COC1)C=C(N2)C